4-isopropoxy-4'-(1-isopropyl-1H-benzo[d][1,2,3]triazol-5-yl)[1,1'-biphenyl]-3-carbonitrile C(C)(C)OC1=C(C=C(C=C1)C1=CC=C(C=C1)C1=CC2=C(N(N=N2)C(C)C)C=C1)C#N